FC1=CC(=C(C(=O)Cl)C=C1)C(F)(F)F 4-fluoro-2-(trifluoromethyl)benzoyl chloride